glutarylalcohol C(CCCC(=O)O)(=O)O